C(C1=CC=CC=C1)(C1=CC=CC=C1)N1CC(C1)(C(=O)O)C1=C(C=CC(=C1)C)Br 1-benzhydryl-3-(2-bromo-5-methylphenyl)azetidine-3-carboxylic acid